[Sn]=O.[Zn] zinc-Tin Oxide